methyl 1,6,7,8-tetrahydropyrrolo[3,2-g]indole-2-carboxylate N1C(=CC=2C=CC=3CCNC3C21)C(=O)OC